ClC=1C=CC(=C(C1)C(C1CCN(CC1)C1=C(C#N)C=CC=C1[N+](=O)[O-])(F)F)F (4-((5-chloro-2-fluorophenyl)difluoromethyl)piperidin-1-yl)-3-nitrobenzonitrile